3-((1-(2-((1R,5S,6s)-6-((tert-butyldimethylsilyl)oxy)-3-azabicyclo[3.1.0]hexan-3-yl)-3,6-dimethyl-4-oxo-3,4-dihydroquinazolin-8-yl)ethyl)amino)-6-chloropicolinic acid [Si](C)(C)(C(C)(C)C)OC1[C@@H]2CN(C[C@H]12)C1=NC2=C(C=C(C=C2C(N1C)=O)C)C(C)NC=1C(=NC(=CC1)Cl)C(=O)O